(6-(4-chlorophenyl)-2-(tributylstannyl)pyrimidin-4-yl)piperazine-1-carboxylic acid tert-butyl ester C(C)(C)(C)OC(=O)N1C(CNCC1)C1=NC(=NC(=C1)C1=CC=C(C=C1)Cl)[Sn](CCCC)(CCCC)CCCC